CC1(OCCO1)C=1SC(=CN1)S(=O)(=O)N (2-methyl-1,3-dioxolan-2-yl)thiazole-5-sulfonamide